N,N-dihydroxyethyl-formamide ON(C(=O)CC)O